ON1N=NC2=C1C=C(C=C2)S(=O)(=O)O 1-hydroxybenzotriazole-6-sulphonic acid